bisethyl-spermine C(C)N(CCCCN(CCCN)CC)CCCN